benzyl (2S,4R)-4-(azidomethyl)-4-fluoro-1-((phenoxathiine-3-carbonyl)glycyl)pyrrolidine-2-carboxylate N(=[N+]=[N-])C[C@]1(C[C@H](N(C1)C(CNC(=O)C=1C=CC=2SC3=CC=CC=C3OC2C1)=O)C(=O)OCC1=CC=CC=C1)F